C(C)(=O)O[C@@H]1[C@H](O[C@H]([C@@H]1OC(C)=O)N1C=2N=C(NC(C2N=C1)=O)NC(C(C)C)=O)CC(=O)NC [(2R,3R,4R,5R)-4-acetoxy-2-[2-(methylamino)-2-oxo-ethyl]-5-[2-(2-methylpropanoylamino)-6-oxo-1H-purin-9-yl]tetra-hydrofuran-3-yl] acetate